ClC=1C(=C(C=CC1)NN1C(=CC=2C(NCCC21)=O)C2=C(C=NC=C2)OCC(C)(C2=NC=CC=C2)C)OC ((3-chloro-2-methoxyphenyl)amino)-2-(3-(2-methyl-2-(pyridin-2-yl)propoxy)pyridin-4-yl)-1,5,6,7-tetrahydro-4H-pyrrolo[3,2-c]pyridin-4-one